2,8-Dimethyl-6-[5-(piperidin-4-yl)[1,3]thiazolo[5,4-d][1,3]thiazol-2-yl]imidazo[1,2-b]pyridazin CC=1N=C2N(N=C(C=C2C)C=2SC=3N=C(SC3N2)C2CCNCC2)C1